CC1=C(C=C(C=C1)C)CC(=O)NC1(CCC(CC1)OC)C(=O)OC methyl 1-[2-(2,5-dimethylphenyl) acetamido]-4-methoxycyclohexanecarboxylate